ammonia-hydrate O.N